CS(=O)(=O)OC(C)C=1C=C2C(N(CC2=C(C1)C(F)(F)F)C1=CC(=CC=C1)C1(COC1)CC1=NN=CN1C)=O 1-(2-(3-(3-((4-methyl-4H-1,2,4-triazol-3-yl)methyl)oxetan-3-yl)phenyl)-3-oxo-7-(trifluoromethyl)isoindolin-5-yl)ethyl methane-sulfonate